N-phenyl-aminophthalimide C1(=CC=CC=C1)N1C(C=2C(C1=O)=C(C=CC2)N)=O